4,4-dimethyl-3,3-diphenyl-1-(3-{[tri(propan-2-yl)methylsilyl]ethynyl}bicyclo[1.1.1]pent-1-yl)-2-oxa-3-silapentane CC([Si](OCC12CC(C1)(C2)C#C[SiH2]C(C(C)C)(C(C)C)C(C)C)(C2=CC=CC=C2)C2=CC=CC=C2)(C)C